OC(CCC=1N=C2N(C=C(C(=C2)C(=O)OC)NC(=O)C2=NC(=CC=C2)C(F)(F)F)C1)(C)C methyl 2-(3-hydroxy-3-methyl-butyl)-6-[[6-(trifluoromethyl)pyridine-2-carbonyl] amino]imidazo[1,2-a]pyridine-7-carboxylate